C(C1=CC=CC=C1)OC1=NC(=CC=C1C1=NN(C2=CC(=CC=C12)N1C[C@H]([C@H](CC1)N(C(OC(C)(C)C)=O)C)C)C)OCC1=CC=CC=C1 tert-Butyl N-[(3R,4S)-1-[3-(2,6-dibenzyloxy-3-pyridyl)-1-methyl-indazol-6-yl]-3-methyl-4-piperidyl]-N-methyl-carbamate